FC1=CC=C(C=C1)C1=C(C(=NC2=CC3=C(C=C12)C=NN3)N[C@@H](C(=O)O)C)C(C)C (2R)-2-[[5-(4-fluorophenyl)-6-isopropyl-1H-pyrazolo[4,3-g]quinolin-7-yl]amino]propanoic acid